FC1=CC=C2CCC=C(C2=C1)CNC=1C=NC=CC1C(=O)O 3-{[(7-fluoro-3,4-dihydronaphthalen-1-yl)methyl]amino}pyridine-4-carboxylic acid